C(C)OC(CC(CC1=CC=C(C=C1)Cl)=O)=O 4-(4-chlorophenyl)-3-oxobutanoic acid ethyl ester